(2S,3R,4R,5R)-4-[[3-[3-(difluoromethyl)-4-fluoro-2-methoxy-phenyl]-4,5-dimethyl-5-(trifluoromethyl)tetrahydrofuran-2-carbonyl]amino]pyridine-2-carboxamide FC(C=1C(=C(C=CC1F)[C@@H]1[C@H](O[C@]([C@@H]1C)(C(F)(F)F)C)C(=O)NC1=CC(=NC=C1)C(=O)N)OC)F